CN1C(N(C2=C1C=C(C=C2)N2CCC1(CC2)CCNCC1)C1C(NC(CC1)=O)=O)=O 3-(3-methyl-2-oxo-5-(3,9-diazaspiro[5.5]undec-3-yl)-2,3-dihydro-1H-benzo[d]imidazol-1-yl)piperidine-2,6-dione